N1C(=NC2=C1C=CC=C2)C(N2C(C1=CC(=CC=C1C2)C=2CCNCC2)=O)C2=C(C=CC=C2)O 2-((1H-benzo[d]imidazole-2-yl)(2-hydroxyphenyl)methyl)-6-(1,2,3,6-tetrahydropyridine-4-yl)isoindolin-1-one